(S)-4-(3-(3-cyclopropyl-1H-indazol-5-yl)imidazo[1,2-b]pyridazin-6-yl)-3-methylmorpholine C1(CC1)C1=NNC2=CC=C(C=C12)C1=CN=C2N1N=C(C=C2)N2[C@H](COCC2)C